2-(6-nitro-3-pyridinyl)oxazole [N+](=O)([O-])C1=CC=C(C=N1)C=1OC=CN1